FC=1C=CC(=NC1)N1C(C(NC=C1)=O)=O 1-(5-fluoropyridin-2-yl)-1,4-dihydropyrazine-2,3-dione